C(C)OCCCCCOCCOC (2-((5-ethoxypentyl)oxy)ethoxy)methane